(12AR)-9-bromo-10-fluoro-8-[2-(piperidin-1-yl)ethoxy]-3,4,12,12a-tetrahydro-6H-pyrazino[2,1-c][1,4]benzoxazepine-2(1H)-carboxylic acid tert-butyl ester C(C)(C)(C)OC(=O)N1C[C@@H]2COC3=C(CN2CC1)C=C(C(=C3F)Br)OCCN3CCCCC3